2-bromo-8-chloroimidazo[1,2-b]pyridazine-7-carboxamide BrC=1N=C2N(N=CC(=C2Cl)C(=O)N)C1